(2S,4R)-1-((S)-2-(7-aminoheptanoylamino)-3,3-dimethylbutyryl)-4-hydroxy-N-(4-(4-methylthiazol-5-yl)benzyl)pyrrolidine-2-carboxamide NCCCCCCC(=O)N[C@H](C(=O)N1[C@@H](C[C@H](C1)O)C(=O)NCC1=CC=C(C=C1)C1=C(N=CS1)C)C(C)(C)C